C(C=C)(=O)N1CC2(C1)CN(CC2)C2=NC(=NC(=C2C#N)C2=C1C=NNC1=CC=C2C)N2CC(C2)N(C)C 4-(2-acryloyl-2,6-diazaspiro[3.4]octan-6-yl)-2-(3-(dimethylamino)azetidin-1-yl)-6-(5-methyl-1H-indazol-4-yl)pyrimidine-5-carbonitrile